C1(CC1)C1=NN=C(O1)\C=N\S(=O)C(C)(C)C N-[(1E)-(5-cyclopropyl-1,3,4-oxadiazol-2-yl)methylene]-2-methylpropan-2-sulfinamide